CN1N=C2C(N(CCOC2=C1)C1=C(C=C(C=C1)C=1N=CC2=C(N1)C=CC(=N2)C(F)(F)F)C)=O 2-methyl-7-(2-methyl-4-(6-(trifluoromethyl)pyrido[3,2-d]pyrimidin-2-yl)phenyl)-6,7-dihydro-2H-pyrazolo[3,4-f][1,4]oxazepin-8(5H)-one